CN(C(CN1N=CC(=C1)C1=NC2=CC=CC=C2C(=C1)C1(CC1)NC(C1=C(C=C(C=C1)COCC1=NC=CC=C1)C)=O)=O)C N-(1-(2-(1-(2-(dimethylamino)-2-oxoethyl)-1H-pyrazol-4-yl)quinolin-4-yl)cyclopropyl)-2-methyl-4-((pyridin-2-ylmethoxy)methyl)benzamide